F[C@H]1CN(CC1)C1=NC(=CC(=C1NC(=O)C=1OC=CC1C)C)N1CCOCCC1 3-Methyl-furan-2-carboxylic acid [2-((R)-3-fluoro-pyrrolidin-1-yl)-4-methyl-6-[1,4]oxazepan-4-yl-pyridin-3-yl]-amide